(S)-2,2-difluoro-7-((5-methoxy-7-methyl-1H-indol-4-yl)methyl)-6-(4-((methylsulfonyl)methyl)phenyl)-7-azaspiro[3.5]nonane FC1(CC2(C1)C[C@H](N(CC2)CC2=C1C=CNC1=C(C=C2OC)C)C2=CC=C(C=C2)CS(=O)(=O)C)F